CC(COC=1C=C(C=CC1)C1=CC(=NN1C=1C=CC=C2C=NN(C12)CC)COC(C(=O)OC)(C)C)(C)C Methyl 2-([5-[3-(2,2-dimethylpropoxy)phenyl]-1-(1-ethyl-1H-indazol-7-yl)-1H-pyrazol-3-yl]methoxy)-2-methylpropanoate